2,1,3-benzoselenadiazol-5-amine N=1[Se]N=C2C1C=CC(=C2)N